ClC1=C(C=C(C=C1)NC(NCCCN1N=C2C=CC=CC2=C1C(=O)N)=O)F 2-(3-(3-(4-chloro-3-fluorophenyl)ureido)propyl)-2H-indazole-3-carboxamide